7,8-difluoro-N-(2-(piperidin-1-yl)-4-(4-(trifluoromethyl)phenethyl)phenyl)octanamide FC(CCCCCC(=O)NC1=C(C=C(C=C1)CCC1=CC=C(C=C1)C(F)(F)F)N1CCCCC1)CF